dimethylbis(3-aminophenyl)silane C[Si](C1=CC(=CC=C1)N)(C1=CC(=CC=C1)N)C